2,3-Difluoro-6-(2-morpholinothiazol-4-yl)phenol FC1=C(C(=CC=C1F)C=1N=C(SC1)N1CCOCC1)O